6-(3-(3-((1-(3-bromo-5-chlorophenyl)cyclopropyl)amino)propanoyl)-3,8-diazabicyclo[3.2.1]octan-8-yl)nicotinonitrile BrC=1C=C(C=C(C1)Cl)C1(CC1)NCCC(=O)N1CC2CCC(C1)N2C2=NC=C(C#N)C=C2